3-[2,2-dimethyl-1-oxo-3-[(1-oxo-2-propenyl)oxy]propoxy]-2,2-dimethylpropyl acrylate C(C=C)(=O)OCC(COC(C(COC(C=C)=O)(C)C)=O)(C)C